N-(9,9-dimethyl-9H-fluoren-2-yl)-9,9'-spirobifluorene-2-amine CC1(C2=CC=CC=C2C=2C=CC(=CC12)NC1=CC=2C3(C4=CC=CC=C4C2C=C1)C1=CC=CC=C1C=1C=CC=CC13)C